1-((3-(3-(6-methoxypyridin-3-yl)-1H-pyrrolo[2,3-b]pyridin-5-yl)-1-methyl-1H-pyrazol-5-yl)methyl)piperidin-3-ol COC1=CC=C(C=N1)C1=CNC2=NC=C(C=C21)C2=NN(C(=C2)CN2CC(CCC2)O)C